C(C)(C)(C)C1=C(C(=CC(=C1)C(C)CC)C(C)(C)C)O 2,6-Di-tert-butyl-4-sec-butylphenol